dimethyl-1,1'-binaphthyl-diamine CC1=C2C(=C(C(=C(C2=CC=C1)C1=CC=CC2=CC=CC=C12)N)N)C